O(C1=CC=CC=C1)C1=CC=C(C=C1)C1=CNC=2N=CN=C(C21)N2C[C@@H](CC2)NC(C#CC)=O (R)-N-(1-(5-(4-phenoxyphenyl)-7H-pyrrolo[2,3-d]pyrimidin-4-yl)pyrrolidin-3-yl)-but-2-ynamide